NC1=NN2C(C=C(C=C2)C=2C(=C(C(=C(C(=O)O)C2)C)F)F)=N1 5-(2-amino-[1,2,4]triazolo[1,5-a]pyridin-7-yl)-3,4-difluoro-2-methylbenzoic acid